ClC=1C=C(CN2CC=3C(N(C=4N(C3CC2)C=CN4)CC4=CC=C(C=C4)C(F)(F)F)=O)C=CC1 7-(3-chlorobenzyl)-4-(4-trifluoromethylbenzyl)-6,7,8,9-tetrahydroimidazo[1,2-a]pyrido[3,4-e]pyrimidine-5(4H)-one